[1,2-14C]acetate [14C]([14CH3])(=O)[O-]